ClC1=CC(=C(C=C1)C1=CC(=CC=C1)N1CC2=CC=C(C=C2C1=O)C=O)C1=NN=CN1C 2-[4'-Chloro-2'-(4-methyl-1,2,4-triazol-3-yl)-[1,1'-biphenyl]-3-yl]-3-oxo-1H-isoindole-5-carbaldehyde